ClC1=NC=C2C=C(C=3N(C2=C1)N=CN3)C3=C(C(=CC=C3C)OC)Cl 8-chloro-4-(2-chloro-3-methoxy-6-methylphenyl)-[1,2,4]triazolo[1,5-a][1,6]naphthyridine